C(C)(C)(C)OC(=O)N1[C@@H]([C@@H](C1)OC=1C=CC(=NC1)C(=O)OC)C methyl 5-{[(2R,3R)-1-(tert-butoxycarbonyl)-2-methylazetidin-3-yl]oxy}pyridine-2-carboxylate